(5-Fluorochroman-4-yl)methanamine hydrochloride Cl.FC1=C2C(CCOC2=CC=C1)CN